4-amino-3-chloro-6-(2-fluoro-4-chloro-3-methoxyphenyl)pyridine NC1=C(C=NC(=C1)C1=C(C(=C(C=C1)Cl)OC)F)Cl